2-[1-(2-aminoethyl)-5-{5-chloro-2-[(Oxacyclohex-4-yl)amino]pyrimidin-4-yl}-3-oxo-2,3-dihydro-1H-isoindol-2-yl]-N-tert-butyl-N-methylacetamide NCCC1N(C(C2=CC(=CC=C12)C1=NC(=NC=C1Cl)NC1CCOCC1)=O)CC(=O)N(C)C(C)(C)C